The molecule is a glycopeptide that consists of glycyl, phenylalanyl, (5R)-5-(beta-D-galactopyranosyloxy)lysyl, glycyl. alpha-glutamyl, glutaminyl, glycyl, prolyl, lysyl, glycyl, alpha-glutamyl and threonine residues coupled in sequence with an isostere-modified IlePsi[(E)-CH=CH]Ala group attached to the amino terminus. CC[C@H](C)[C@@H](/C=C/[C@@H](C)C(=O)NCC(=O)N[C@@H](CC1=CC=CC=C1)C(=O)N[C@@H](CC[C@H](CN)O[C@H]2[C@@H]([C@H]([C@H]([C@H](O2)CO)O)O)O)C(=O)NCC(=O)N[C@@H](CCC(=O)O)C(=O)N[C@@H](CCC(=O)N)C(=O)NCC(=O)N3CCC[C@H]3C(=O)N[C@@H](CCCCN)C(=O)NCC(=O)N[C@@H](CCC(=O)O)C(=O)N[C@@H]([C@@H](C)O)C(=O)O)N